1-(4-chlorophenyl)-2-(2,6-dibromophenoxy)ethanol ClC1=CC=C(C=C1)C(COC1=C(C=CC=C1Br)Br)O